CN(CCCCCCCCCCCCCCCCCC)CCCCCCCCCCCCCCCCCC N-methyl-dioctadecyl-amine